C(CCCCCCCCCCCCCCCCC)N(CCCCCCCCCCCCCCCCCC)CCCCCCCCCCCCCCCCCC tri(octadecyl)amine